COC(C1CCN(CC1)C1=CC=C(C=C1)C1=C(COC2=CC(=CC=C12)OC1OCCCC1)C1=CC(=CC=C1)F)OC 4-(dimethoxymethyl)-1-(4-(3-(3-fluorophenyl)-7-((tetrahydro-2H-pyran-2-yl)oxy)-2H-chromene-4-yl)phenyl)piperidine